BrC=1C=C(C=NC1)NCC(F)F 5-bromo-N-(2,2-difluoroethyl)pyridin-3-amine